N-(2-cyanoethyl)-N,N-diallylamine C(#N)CCN(CC=C)CC=C